tris-(chloroisopropyl) phosphate P(=O)(OC(C)(C)Cl)(OC(C)(C)Cl)OC(C)(C)Cl